5-(2-(dimethylamino)ethoxy)pyridin CN(CCOC=1C=CC=NC1)C